1-(trifluoroacetyl)imidazole tert-butyl-4-(2-bromoethyl)piperidine-1-carboxylate C(C)(C)(C)OC(=O)N1CCC(CC1)CCBr.FC(C(=O)N1C=NC=C1)(F)F